CC1(C(C2=CC=C(C=C2C1)C1=COC(=C1)C)NC(O[C@@H]1CN2CCC1CC2)=O)C (S)-quinuclidin-3-yl (2,2-dimethyl-5-(5-methylfuran-3-yl)-2,3-dihydro-1H-inden-1-yl)carbamat